CC(CC[C@@H](C(=O)O)NCC1=C2C(=NC=C1)NC=C2)(C)C (2S)-5,5-dimethyl-2-[({1H-pyrrolo[2,3-b]pyridin-4-yl}methyl)amino]hexanoic acid